(S)-1-[2-(6-[3-Hydroxyprop-1-yn-1-yl]benzo[d]isoxazol-3-yl)phenyl]-2-(pyridine-2-yl)ethan-1-amine hydrochloride Cl.OCC#CC1=CC2=C(C(=NO2)C2=C(C=CC=C2)[C@H](CC2=NC=CC=C2)N)C=C1